2,6-dichloro-8-methylquinoline-3-carboxylic acid ethyl ester C(C)OC(=O)C=1C(=NC2=C(C=C(C=C2C1)Cl)C)Cl